benzyl 5-[1-(diethoxyphosphoryl)-2-hydroxyethyl]-1-benzothiophene-2-carboxylate C(C)OP(=O)(OCC)C(CO)C=1C=CC2=C(C=C(S2)C(=O)OCC2=CC=CC=C2)C1